ClC=1C=C2C(=CC1)NC(C21CCN(CC1)CCOC1=CC(=C(C(=O)OC)C(=C1)F)F)=O methyl 4-(2-{5-chloro-2-oxo-1,2-dihydrospiro[indole-3,4'-piperidin]-1'-yl}ethoxy)-2,6-difluorobenzoate